CC(C)(C)C1=CC=C(C=C1)O p-t-Butylphenol